tert-butyl 4-(4-chloro-1H-pyrrolo[2,3-b]pyridin-2-yl)piperidine-1-carboxylate ClC1=C2C(=NC=C1)NC(=C2)C2CCN(CC2)C(=O)OC(C)(C)C